[Se].[Na].NC1=NC=C(C2=C1C(=C(N2C)C2=C(C=C(C=C2)NC(C(=C)C)=O)Cl)C2=CC(=C(C=C2)OC2=NC=CC(=N2)C)C)C#N N-(4-(4-amino-7-cyano-1-methyl-3-(3-methyl-4-((4-methylpyrimidin-2-yl)oxy)phenyl)-1H-pyrrolo[3,2-c]pyridin-2-yl)-3-chlorophenyl)methacrylamide sodium-selenium